C1(CC1)NS(=O)(=O)C=1C=NC2=CC(=CC(=C2C1NC=1C=C(C(=O)O)C=C(C1)OC1=CC(=CC(=C1)F)F)F)C1=COC2=C(C1=O)C=CC=C2 3-((3-(N-cyclopropylaminosulfonyl)-5-fluoro-7-(4-oxo-4H-benzopyran-3-yl)quinolin-4-yl)amino)-5-(3,5-difluorophenoxy)benzoic acid